tert-butyl ((R)-1-(3-((2S,6R)-4-(4-((5-(3,5-dimethoxyphenethyl)-1H-pyrazol-3-yl)carbamoyl)phenyl)-2,6-dimethylpiperazin-1-yl)propyl)-4,4-dimethylpyrrolidin-3-yl)carbamate COC=1C=C(CCC2=CC(=NN2)NC(=O)C2=CC=C(C=C2)N2C[C@@H](N([C@@H](C2)C)CCCN2C[C@@H](C(C2)(C)C)NC(OC(C)(C)C)=O)C)C=C(C1)OC